SC1=NOC=C1 sulfanylisoOxazole